2-hydroxyadipoyl-CoA OC(C(=O)SCCNC(CCNC([C@@H](C(COP(OP(OC[C@@H]1[C@H]([C@H]([C@@H](O1)N1C=NC=2C(N)=NC=NC12)O)OP(=O)(O)O)(=O)O)(=O)O)(C)C)O)=O)=O)CCCC(=O)O